1-((6-(4-chlorophenyl)-2-(pyridin-3-yl)pyrimidin-4-yl)amino)butan-2-ol ClC1=CC=C(C=C1)C1=CC(=NC(=N1)C=1C=NC=CC1)NCC(CC)O